2-(4,5-dichloro-6-oxopyridazin-1(6H)-yl)-N-(2,4-dimethyl-5-((4-methyl-1,4-diazepan-1-yl)sulfonyl)phenyl)acetamide ClC=1C=NN(C(C1Cl)=O)CC(=O)NC1=C(C=C(C(=C1)S(=O)(=O)N1CCN(CCC1)C)C)C